C(N)(=O)C1=CC(=C(C=C1)C1=CC(=CC(=C1)O)CN1[C@H](CCC1)C(=O)N[C@@H](C)C1=CC(=C(C(=O)O)C=C1)O)C 4-((S)-1-((R)-1-((4'-carbamoyl-5-hydroxy-2'-methyl-[1,1'-biphenyl]-3-yl)methyl)pyrrolidine-2-carboxamido)ethyl)-2-hydroxybenzoic acid